BrC1=CC(=NC=C1)NC(CCCCCl)=O N-(4-bromopyridin-2-yl)-5-chloropentanamide